C(CCC)NC([O-])=O N-butylcarbamat